The molecule is lipid IVA glycosylated with a single 3-deoxy-D-manno-octulosonic acid (KDO) residue. It has a role as an Escherichia coli metabolite. It is a conjugate acid of a (KDO)-lipid IVA(5-). CCCCCCCCCCC[C@H](CC(=O)N[C@@H]1[C@H]([C@@H]([C@H](O[C@@H]1OP(=O)(O)O)CO[C@H]2[C@@H]([C@H]([C@@H]([C@H](O2)CO[C@@]3(C[C@H]([C@H]([C@H](O3)[C@@H](CO)O)O)O)C(=O)O)OP(=O)(O)O)OC(=O)C[C@@H](CCCCCCCCCCC)O)NC(=O)C[C@@H](CCCCCCCCCCC)O)O)OC(=O)C[C@@H](CCCCCCCCCCC)O)O